16β-estradiol C[C@]12CC[C@H]3[C@H]([C@@H]1C[C@@H](C2)O)CCC4=C3C=CC(=C4)O